5-chloro-2-[1-methyl-4-[[(3R)-1-ethyl-3-piperidinyl]amino]pyrazolo[3,4-d]pyridazin-7-yl]phenol ClC=1C=CC(=C(C1)O)C=1N=NC(=C2C1N(N=C2)C)N[C@H]2CN(CCC2)CC